O1C=NC2=C1C=C(C=C2)C2=CC=C(CN(C(=O)C1CCCCC1)C=1C=C(C=CC1)/C=C/C(=O)OC)C=C2 methyl (E)-3-(3-(N-(4-(benzo[d]oxazol-6-yl)benzyl)cyclohexanecarboxamido)phenyl)acrylate